BrCCC1=CC(=CC=C1)CC(C)C 1-(2-bromoethyl)-3-isobutylbenzene